C1(CC1)N1C=C(C=2C(N(C=CC21)CC(=O)N2CC(C2)(CF)F)=O)C2=CC(=C(C=C2)Cl)Cl 1-cyclopropyl-3-(3,4-dichlorophenyl)-5-(2-(3-fluoro-3-(fluoromethyl)azetidin-1-yl)-2-oxoethyl)-1,5-dihydro-4H-pyrrolo[3,2-c]pyridin-4-one